O=C1N(CC2=CC(=CC=C12)CN1CCNCC1)C1C(NC(CC1)=O)=O 3-[1-oxo-5-(piperazin-1-ylmethyl)isoindolin-2-yl]piperidine-2,6-dione